tert-butyl 3-(4-(6-(benzyloxy)-5-fluoro-1H-indol-3-yl)-1-(2,4-dimethoxybenzyl)-2,5-dioxo-2,5-dihydro-1H-pyrrol-3-yl)-1H-pyrrolo[2,3-c]pyridine-1-carboxylate C(C1=CC=CC=C1)OC1=C(C=C2C(=CNC2=C1)C1=C(C(N(C1=O)CC1=C(C=C(C=C1)OC)OC)=O)C1=CN(C2=CN=CC=C21)C(=O)OC(C)(C)C)F